2-amino-11,11-difluorooctadecane-3,5-diol NC(C)C(CC(CCCCCC(CCCCCCC)(F)F)O)O